C1(=CC=CC=C1)C1=C(NC=C1)C(=O)OCC ethyl 3-phenyl-1H-pyrrole-2-carboxylate